2-(2-tertbutyl-aminoethoxy)ethanol C(C)(C)(C)C(COCCO)N